tert-Butyl 5-nitro-7-(4-(trifluoromethyl)phenyl)-3,4-dihydroisoquinoline-2(1H)-carboxylate [N+](=O)([O-])C1=C2CCN(CC2=CC(=C1)C1=CC=C(C=C1)C(F)(F)F)C(=O)OC(C)(C)C